(sulfanylmethyldisulfanyl)methanethiol SCSSCS